C(C=C)(=O)OCCCCCCCCCCOC(=O)C1=C(C(C(=O)O)=CC=C1)C(=O)O.OC=1C=C2C(N(C=NC2=CC1)C1CCNCC1)=O 6-hydroxy-3-(4-piperidyl)quinazolin-4-one acryloyloxydecyloxycarbonylphthalate